4-chloro-N-ethyl-7-fluoro-N-methyl-1H-indole-2-carboxamide ClC1=C2C=C(NC2=C(C=C1)F)C(=O)N(C)CC